ClC1=CC(=NC(=C1O)Cl)C(=O)NC1=C2C(N(C(N(C2=CC=C1)CC)=O)CC1=C(C=CC=C1)C(F)(F)F)=O 4,6-dichloro-N-(1-ethyl-2,4-dioxo-3-(2-(trifluoromethyl)benzyl)-1,2,3,4-tetrahydroquinazolin-5-yl)-5-hydroxypicolinamide